N-((1r,4r)-4-((6-cyano-8-(isopropylamino)pyrido[3,4-d]pyrimidin-2-yl)amino)cyclohexyl)-2-(dimethylamino)acetamide C(#N)C1=CC2=C(N=C(N=C2)NC2CCC(CC2)NC(CN(C)C)=O)C(=N1)NC(C)C